CC(C)([S@](=O)NCC1=NC=CC(=C1F)C1=CC(=CC=2C=COC21)COC=2C=C(C=CC2CC(=O)OCC)C2=CC=CC=C2)C (S)-ethyl 2-(3-((7-(2-((1,1-dimethylethylsulfinamido)methyl)-3-fluoropyridin-4-yl)benzofuran-5-yl)methoxy)-[1,1'-biphenyl]-4-yl)acetate